N(=[N+]=[N-])C1=C(C=C(C=C1)Br)C1=CCC2(CC2)CC1 6-(2-azido-5-bromophenyl)spiro[2.5]oct-5-ene